C(C1=CC=CC=C1)ON(N)C(CC=C1NC2=C(C=C(C=C2NC1(C)C)F)C)=O 2-(benzyloxy)-N'-(6-fluoro-3,3,8-trimethyl-3,4-dihydroquinoxalin-2(1H)-ylidene)propionyl-hydrazine